{1-[5-Chloro-8-(3-fluorophenyl)cinnolin-7-yl]ethyl}-9H-purin-6-amine ClC1=C2C=CN=NC2=C(C(=C1)C(C)C1=NC(=C2N=CNC2=N1)N)C1=CC(=CC=C1)F